8-ethyl-7-fluoronaphthalen-1-ol C(C)C=1C(=CC=C2C=CC=C(C12)O)F